2-[2-(4-methylphenyl)sulfonyloxyethoxy]4-methylbenzenesulfonic acid CC1=CC=C(C=C1)S(=O)(=O)OCCOC1=C(C=CC(=C1)C)S(=O)(=O)O